C(C(C)(C)C)NC1=C(C=CC=C1CC1=NC=CC=C1)N N'-neopentyl-(pyridin-2-ylmethyl)-1,2-diaminobenzene